BrC1=CC=CC2=C1N=C(S2)C 4-bromo-2-methyl-1,3-benzothiazole